FC=1C=CC(=C(C1)CC(=O)O)NC(C1=CC(=C(C=C1)N1CC(CCC1)OC)NC(=O)C1=NN(C2=CC=CC=C12)CC(F)(F)F)=O 2-(5-fluoro-2-(4-(3-methoxypiperidin-1-yl)-3-(1-(2,2,2-trifluoroethyl)-1H-indazole-3-carboxamido)benzamido)phenyl)acetic acid